C(C)C(CCC)C1=CC=C(C(=O)C2=CC=CC=C2)C=C1 4-(1-ethylbutyl)benzophenone